(S)-2-ethyl-7-fluoro-4-((1-(1-(4-fluorophenyl)-1H-imidazol-4-yl)ethyl)amino)-2,3-dihydro-1H-pyrrolo[3,4-c]pyridin-1-one C(C)N1CC=2C(=NC=C(C2C1=O)F)N[C@@H](C)C=1N=CN(C1)C1=CC=C(C=C1)F